DILINOLEYL DIISOSTEARATE C(CCCCCCCCCCCCCCC(C)C)(=O)OCCCCCCCC\C=C/C\C=C/CCCCC.C(CCCCCCCCCCCCCCC(C)C)(=O)OCCCCCCCC\C=C/C\C=C/CCCCC